Ethyl 2-((4-chloropyrimidin-5-yl) amino)-2-oxoacetate ClC1=NC=NC=C1NC(C(=O)OCC)=O